5-(4,4,5,5-tetramethyl-1,3,2-dioxaborolan-2-yl)-1-(trifluoromethyl)-1H-pyrazole CC1(OB(OC1(C)C)C1=CC=NN1C(F)(F)F)C